C1C=CC(=NC1C(=O)O)C(=O)O 2,3-dihydrodipicolinate